(S)-N-(3-(3-(ethyl-(methyl)amino)-3-methylpyrrolidin-1-yl)-1-(6-ethyl-2-(2-fluoropropan-2-yl)pyrimidin-4-yl)-1H-pyrazolo[4,3-c]pyridin-6-yl)acetamide C(C)N([C@@]1(CN(CC1)C1=NN(C2=C1C=NC(=C2)NC(C)=O)C2=NC(=NC(=C2)CC)C(C)(C)F)C)C